ClC1=CC=C(C=C1)C=1C=C(C(=NC1)C(=O)NCC(=O)O)O {[5-(4-Chlorophenyl)-3-hydroxypyridine-2-carbonyl]amino}-acetic acid